N1=C(C=CC=C1)C1=CC(=NC2=CC=C3C(=C12)C=NN3)C=3C(=NNC3)C(F)(F)F 9-(pyridin-2-yl)-7-(3-(trifluoromethyl)-1H-pyrazol-4-yl)-3H-pyrazolo[4,3-f]quinoline